(E)-5-(3-(4-amino-5-fluoro-2-hydroxy-3-nitrophenyl)-3-oxoprop-1-en-1-yl)picolinonitrile NC1=C(C(=C(C=C1F)C(/C=C/C=1C=CC(=NC1)C#N)=O)O)[N+](=O)[O-]